1H-1,2,3-triazolo[4,5-b]pyridinium hexafluorophosphate F[P-](F)(F)(F)(F)F.[NH2+]1N=NC2=NC=CC=C21